N1C=CN=C2C1=CC=N2 pyrrolo[2,3-e]pyrazine